C(C)(C)OC1(CCNCC1)C(=O)N 4-isopropoxypiperidine-4-carboxamide